[Na+].OCC(NCCS(=O)(=O)[O-])(CO)CO N-tris(hydroxymethyl)methyl-2-aminoethanesulfonic acid sodium salt